1-methyl-6-[4-[2-[(3R)-tetrahydrofuran-3-yl]oxyethoxy]phenoxy]indazole-5-carboxamide CN1N=CC2=CC(=C(C=C12)OC1=CC=C(C=C1)OCCO[C@H]1COCC1)C(=O)N